COC(=O)C1=CN=C(S1)CN 2-(aminomethyl)-1,3-thiazole-5-carboxylic acid methyl ester